FC1(CC=2N(CC1)N=C(C2C2=C1C(=NC=C2)NN=C1)C1=CC=C(C=C1)F)F 4-(5,5-Difluoro-2-(4-fluorophenyl)-4,5,6,7-tetrahydropyrazolo[1,5-a]pyridin-3-yl)-1H-pyrazolo[3,4-b]pyridine